methyl-N-(oxetan-3-yl)thiazole CC1SC=CN1C1COC1